C(C)(C)N(C(C)C)P(OC1=C(/C=C/P(OC)(OC)=O)C=CC=C1)N(C(C)C)C(C)C dimethyl (E)-(2-((bis(diisopropylamino)phosphaneyl)oxy)styryl)phosphonate